4-(3-chlorophenoxy)-N-{3-[2-(3,4-dichlorophenoxy)acetylamino]-bicyclo[1.1.1]pentan-1-yl}butanamide 2-morpholinoethyl-((4-nitrophenoxy)(phenoxy)phosphoryl)-L-alaninate O1CCN(CC1)CCN([C@@H](C)C(=O)O)P(=O)(OC1=CC=CC=C1)OC1=CC=C(C=C1)[N+](=O)[O-].ClC=1C=C(OCCCC(=O)NC23CC(C2)(C3)NC(COC3=CC(=C(C=C3)Cl)Cl)=O)C=CC1